tert-butyl N-[(3S,4R)-1-carbamoyl-4-([4-[3-(2-[3-[3-methyl-1-(1-methyl-2,6-dioxopiperidin-3-yl)-2-oxo-1,3-benzodiazol-4-yl]propoxy]eth-oxy)propyl]phenyl]meth-oxy)pentan-3-yl]carbamate C(N)(=O)CC[C@@H]([C@@H](C)OCC1=CC=C(C=C1)CCCOCCOCCCC1=CC=CC=2N(C(N(C21)C)=O)C2C(N(C(CC2)=O)C)=O)NC(OC(C)(C)C)=O